ClC1=C(CN[C@@H](CCOC2CC(C2)CCC2=NC=3NCCCC3C=C2)C(=O)O)C(=CN=C1)F N-(3-chloro-5-fluoroisonicotinyl)-O-((1s,3s)-3-(2-(5,6,7,8-tetrahydro-1,8-naphthyridin-2-yl)ethyl)cyclobutyl)-L-homoserine